8-{[(2R)-2-{[(tert-butoxy)carbonyl]amino}-4-methylpentanoyl]oxy}-6-oxo-6H-benzo[c]chromen-3-yl (2S)-2-{[(tert-butoxy)carbonyl]amino}-4-methylpentanoate C(C)(C)(C)OC(=O)N[C@H](C(=O)OC1=CC=C2C3=C(C(OC2=C1)=O)C=C(C=C3)OC([C@@H](CC(C)C)NC(=O)OC(C)(C)C)=O)CC(C)C